8-[2-(cyclopropylmethoxy)-5-ethylsulfonylphenyl]-6-methyl-2-(1-methylpyrazol-4-yl)pyrido[4,3-d]pyrimidin-5-one C1(CC1)COC1=C(C=C(C=C1)S(=O)(=O)CC)C1=CN(C(C2=C1N=C(N=C2)C=2C=NN(C2)C)=O)C